5-ethyl-6-fluoronaphthalen-2-ol trihydrochloride Cl.Cl.Cl.C(C)C1=C2C=CC(=CC2=CC=C1F)O